CN(C(CCC1OCOC1)C)C 4-(3-dimethylaminobutyl)-[1,3]-dioxolane